4-(5,5-difluoro-4-hydroxy-3-(trifluoromethyl)-4,5,6,7-tetrahydro-1H-indol-1-yl)-2-(trifluoromethyl)benzonitrile FC1(C(C=2C(=CN(C2CC1)C1=CC(=C(C#N)C=C1)C(F)(F)F)C(F)(F)F)O)F